(S)-7-amino-3-(1-(but-2-ynoyl)pyrrolidin-3-yl)-1-(4-phenoxyphenyl)-1,5-dihydro-4H-pyrrolo[2,3-d]pyridazin-4-one NC1=NNC(C2=C1N(C=C2[C@H]2CN(CC2)C(C#CC)=O)C2=CC=C(C=C2)OC2=CC=CC=C2)=O